BrC1=CN=C(S1)NC(OCCCC)=O butyl 5-bromothiazol-2-ylcarbamate